COC(C1=C(C=CC(=C1)S(=O)(=O)C)OC)=O.[N+](=O)([O-])C1=C(C(=O)OC)C=CC(=C1)C(=O)OC dimethyl nitroterephthalate methyl-2-methoxy-5-(methylsulfonyl)benzoate